CN1CCN(C[C@@H](C1)C)[C@@H](CCC)C=1N(C(C2=C(N1)C=CN=C2)=O)CC 2-((S)-1-((R)-4,6-dimethyl-1,4-diazepan-1-yl)butyl)-3-ethylpyrido[4,3-d]pyrimidin-4(3H)-one